ClC1=C(OC=2C=C3CCN(C(C3=CC2)=O)C2=CC=NC=C2)C(=CC(=C1)[N+](=O)[O-])Cl 6-(2,6-dichloro-4-nitrophenoxy)-2-(pyridin-4-yl)-3,4-dihydroisoquinolin-1(2H)-one